C12(CC3CC(CC(C1)C3)C2)NCCCC#CC=2C=CC3=C(C(=CO3)C3C(NC(CC3)=O)=O)C2 3-(5-(5-((adamantan-1-yl)amino)pent-1-yn-1-yl)benzofuran-3-yl)piperidine-2,6-dione